C[Si](OOC(C)(C)C)(C)C trimethyl-tert-butyl-peroxysilane